CSC1=C(C(=O)O)C=C(C=N1)C(F)(F)F 2-(Methylthio)-5-(trifluoromethyl)nicotinic acid